6-(1-hydroxyethyl)-N,N-bis[(4-methoxyphenyl)methyl]pyridine-3-sulfonamide OC(C)C1=CC=C(C=N1)S(=O)(=O)N(CC1=CC=C(C=C1)OC)CC1=CC=C(C=C1)OC